C(#N)CN1C(=CC=2C1=CN=C(C2)C2CC(OCC2)(C)C)C(=O)N(C2=CC=CC=C2)C 1-(Cyanomethyl)-5-(2,2-dimethyltetrahydro-2H-pyran-4-yl)-N-methyl-N-phenyl-1H-pyrrolo[2,3-c]pyridine-2-carboxamide